[Cl-].[Cl-].C(CC)OC(C(=C)C)=O 2-methyl-acrylic acid propyl ester dichloride